alpha-isopropylstyrene sulfonium salt [SH3+].C(C)(C)C(=C)C1=CC=CC=C1